(S)-2-(tert-butoxy)-2-(7-(4-chlorophenyl)-2-(3-(1-(1-(methoxycarbonyl)azetidin-3-yl)piperidin-4-yl)-1-methyl-1H-pyrazolo[4,3-b]pyridin-5-yl)-5-methylbenzo[d]thiazol-6-yl)acetic acid C(C)(C)(C)O[C@H](C(=O)O)C1=C(C2=C(N=C(S2)C2=CC=C3C(=N2)C(=NN3C)C3CCN(CC3)C3CN(C3)C(=O)OC)C=C1C)C1=CC=C(C=C1)Cl